(S,2S)-N'-((1,2,3,5,6,7-hexahydro-s-indacen-4-yl)carbamoyl)-2-(methoxymethyl)-2,3-dihydropyrazolo[5,1-b]oxazole-7-sulfonimidamide C1CCC2=C(C=3CCCC3C=C12)NC(=O)N=[S@@](=O)(N)C=1C=NN2C1O[C@@H](C2)COC